O=C1N(CC2=CC(=CC=C12)O[C@H]1[C@H](CCC1)N1CC(C1)C=1C=NC=CC1)N1C(CCCC1=O)=O (1-oxo-5-(((cis)-2-(3-(pyridin-3-yl)azetidin-1-yl)-cyclopentyl)oxy)isoindolin-2-yl)piperidine-2,6-dione